ClC=1C=C2C(=NC1)C(=CO2)C2=CC(=CC=C2)OC2=CC=CC=C2 6-chloro-3-(3-phenoxyphenyl)furo[3,2-b]pyridine